7-bromopyrido[3,2-d]pyrimidine-2,4-diol BrC1=CC=2N=C(N=C(C2N=C1)O)O